F[C@@H]1[C@@]2(CCC[C@H](C[C@H]1C(=C)C=1N=CC(=NC1)C=1C=C3C=CN=CC3=CC1O)N2)C 6-(5-(1-((1S,2S,3S,5R)-2-fluoro-1-methyl-9-azabicyclo[3.3.1]non-3-yl)vinyl)pyrazin-2-yl)isoquinolin-7-ol